tert-butyl-3-(2-chloro-5-(methylsulfonyl) pyrimidin-4-yl)-8-azabicyclo[3.2.1]oct-2-ene-8-carboxylate C(C)(C)(C)OC(=O)N1C2C=C(CC1CC2)C2=NC(=NC=C2S(=O)(=O)C)Cl